[1-(1-amino-1-isopropylmethyl)-2-oxopropyl] phosphonate P(OC(C(C)=O)C(C(C)C)N)([O-])=O